N1=C(C(=CC=C1)C(=O)O)C1=NC=CC=C1 2,2'-bipyridine-3-carboxylic acid